ClC1=CC=C(C=C1)C1=NN(C[C@@H]1C1=CC=CC=C1)/C(/NC[C@@H](CS(N)(=O)=O)C)=N/S(=O)(=O)C1=CC=C(C=C1)Cl (S,E)-3-(4-chlorophenyl)-N'-((4-chlorophenyl)sulfonyl)-N-((S)-2-methyl-3-sulfamoylpropyl)-4-phenyl-4,5-dihydro-1H-pyrazole-1-carboximidamide